tin dimethyloxide COC.[Sn]